2-({[4-(2,4-dichlorobenzyl)-1-piperazinyl]acetyl}amino)benzamide ClC1=C(CN2CCN(CC2)CC(=O)NC2=C(C(=O)N)C=CC=C2)C=CC(=C1)Cl